C(#N)C1=CC(=C(C=C1)C1OC2=C(OC1)C=CC=C2C2CCN(CC2)CC2=NC1=C(N2C[C@H]2OCC2)C=C(C=C1)C(=O)O)F 2-((4-(3-(4-cyano-2-fluorophenyl)-2,3-Dihydrobenzo[b][1,4]dioxin-5-yl)piperidin-1-yl)methyl)-1-(((S)-oxetan-2-yl)methyl)-1H-benzo[d]imidazole-6-carboxylic acid